[C@@H]12N(C[C@@H](NC1)C2)C(=O)OC(C)(C)C 1,1-dimethylethyl (1S,4S)-2,5-diazabicyclo[2.2.1]heptane-2-carboxylate